N(=NC(C(=O)[O-])(CC)C)C(C(=O)[O-])(CC)C 2,2'-azobis(methylisobutyrate)